(S)-5-fluoro-2,3-dimethyl-4-(pyrrolidin-3-ylamino)-1H-indole-7-carboxamide FC=1C(=C2C(=C(NC2=C(C1)C(=O)N)C)C)N[C@@H]1CNCC1